BrC1=CC(=C(N)C=C1C)C(F)(F)F 4-bromo-5-methyl-2-(trifluoromethyl)aniline